C(C)(=O)OC1=C(C(=CC(=C1)N1N=CC2=CC(=CC=C12)OC1CCN(CC1)C(C)=O)F)F 5-(5-((1-acetylpiperidin-4-yl)oxy)-1H-indazol-1-yl)-2,3-difluorophenyl acetate